benzo[B]benzo[4,5]thiophene C1=CC=CC=2SC3=C(C21)C=CC=C3